FC1=CC=C(S1)B1OC(C(O1)(C)C)(C)C 2-(5-Fluoro-2-thienyl)-4,4,5,5-tetramethyl-1,3,2-dioxaborolan